C(C)(C)(C)C1=CN=C(O1)CSC1=CN=C(S1)NC(=O)C1CCN(CC1)C1CCN(CC1)CC1=CC(=CC=C1)N1C(NC(CC1)=O)=O N-(5-(((5-(tert-butyl)oxazol-2-yl)methyl)thio)thiazol-2-yl)-1'-(3-(2,4-dioxotetrahydropyrimidin-1(2H)-yl)benzyl)-[1,4'-bipiperidine]-4-carboxamide